1-(bromomethyl)-3-tert-butyl-5-iodobenzene BrCC1=CC(=CC(=C1)I)C(C)(C)C